ClC1=C(C=C(C=C1)F)CCO 2-(2-chloro-5-fluorophenyl)ethan-1-ol